N-((1s,4s)-4-((3-(2-chloro-4-phenoxybenzoyl)-1H-pyrrolo[2,3-b]pyridin-4-yl)amino)cyclohexyl)methanesulfonamide ClC1=C(C(=O)C2=CNC3=NC=CC(=C32)NC3CCC(CC3)NS(=O)(=O)C)C=CC(=C1)OC1=CC=CC=C1